7-Allyl-2-amino-9-((2R,3R,5S)-3-hydroxy-5-(hydroxymethyl)tetrahydrofuran-2-yl)-7,9-dihydro-8H-purin-8-on C(C=C)N1C(N(C2=NC(=NC=C12)N)[C@@H]1O[C@@H](C[C@H]1O)CO)=O